3-(2-chloro-4'-(((1-methyl-1H-pyrazol-4-yl)methyl)amino)-[1,1'-biphenyl]-3-yl)piperidine-2,6-dione ClC1=C(C=CC=C1C1C(NC(CC1)=O)=O)C1=CC=C(C=C1)NCC=1C=NN(C1)C